(3aS,5aS,8R,8aS,9R,10aS)-6-amino-9-(tert-butyl)-9-hydroxy-2,4,7-trioxooctahydro-4H,9H-furo[3'',2'':2',3']cyclopenta[1',2':3,4]furo[2,3-b]pyrrol-8-yl benzoate C(C1=CC=CC=C1)(=O)O[C@@H]1[C@@]23[C@@H](N(C1=O)N)OC([C@]21[C@H](C[C@@]3(O)C(C)(C)C)OC(C1)=O)=O